C1(=CCC1)C=1C=CC2=C(C3=C(S2)C=CC(=C3)[C@@]3(CS(C(C(N3)=N)(C)C)(=O)=O)C)C1 (R)-5-(8-(Cyclobut-1-en-1-yl)dibenzo[b,d]thiophen-2-yl)-3-imino-2,2,5-trimethylthiomorpholine 1,1-dioxide